methyl 5-cyclopentylsulfanylthiophene-3-carboxylate C1(CCCC1)SC1=CC(=CS1)C(=O)OC